methyl 1-(bromomethyl)-1,2,3,4-tetrahydrobenzo[4,5]selenopheno[2,3-c]pyridine-1-carboxylate BrCC1(NCCC2=C1[Se]C1=C2C=CC=C1)C(=O)OC